CN1N=CC=C1C1=CC=NC2=C(N=CC=C12)C1=CC=NN1 4-(1-methyl-1H-pyrazol-5-yl)-8-(1H-pyrazol-5-yl)-1,7-naphthyridine